2-fluoro-N-(4'-((6-((S)-1-hydroxypropyl)-4-methylpyridin-3-yl)amino)-[4,5'-bipyrimidin]-6-yl)cyclopropane-1-carboxamide FC1C(C1)C(=O)NC1=CC(=NC=N1)C=1C(=NC=NC1)NC=1C=NC(=CC1C)[C@H](CC)O